2-(2-(cyclopropanesulfonylamino)thiazol-4-yl)-2-methyl-N-(5-(5-(trifluoromethyl)pyridin-3-yl)pyrimidin-2-yl)propionamide C1(CC1)S(=O)(=O)NC=1SC=C(N1)C(C(=O)NC1=NC=C(C=N1)C=1C=NC=C(C1)C(F)(F)F)(C)C